5-(5,6-dihydroxy-3a,4,5,6,7,7a-hexahydro-4,7-methanobenzo[d]isoxazol-3-yl)-2-methoxybenzoic acid OC1C(C2C3C(C(=NO3)C=3C=CC(=C(C(=O)O)C3)OC)C1C2)O